(S,Z)-5-Fluoro-3-(7-(2-(hydroxymethyl)-4-(methoxyimino)pyrrolidine-1-carbonyl)benzo[d][1,3]dioxol-4-yl)-2-methylbenzonitrile FC=1C=C(C(=C(C#N)C1)C)C1=CC=C(C=2OCOC21)C(=O)N2[C@@H](C/C(/C2)=N/OC)CO